O=C(C(=O)OC)C methyl 2-oxo-propionate